FC1=C(C=CC(=C1)F)CCC=1N=C(OC1)C(=O)N 2,4-difluorophenylethyl-mono-oxazolecarboxamide